(R)-6-(2-(3-fluorophenyl)pyrrolidin-1-yl)-3-(1-(piperidin-4-yl)-2,5-dihydro-1H-pyrrol-3-yl)imidazo[1,2-b]pyridazine FC=1C=C(C=CC1)[C@@H]1N(CCC1)C=1C=CC=2N(N1)C(=CN2)C=2CN(CC2)C2CCNCC2